N-(2,3-dihydro-1H-inden-1-yl)benzamide C1(CCC2=CC=CC=C12)NC(C1=CC=CC=C1)=O